2,2-dimethyl-5-(1-methyl-1H-imidazol-2-yl)-1,2,3,4-tetrahydroquinoline CC1(NC2=CC=CC(=C2CC1)C=1N(C=CN1)C)C